(2S)-1-(hexyloxy)-3-[(11Z,14Z)-icosa-11,14-dien-1-yloxy]-N,N-dimethylprop-an-2-amine C(CCCCC)OC[C@@H](COCCCCCCCCCC\C=C/C\C=C/CCCCC)N(C)C